C1(CCCCC1)C(C)NS(=O)(=O)C1=CC=C(C2=CC=CC=C12)C1=C(N=NN1)C1=CC=CC=C1 N-(1-cyclohexylethyl)-4-(4-phenyl-1H-1,2,3-triazol-5-yl)naphthalene-1-sulfonamide